S(=S)(=O)(O)O.C(CC)OC(CC[Na])O propoxyhydroxypropyl-sodium thiosulfate